C(C)(C)(C)OC(=O)N1CCC(=CC1)C1=CC=C(C=C1)NC(=O)C1=NC=C(C=C1)C(NC1=CC=C(C=C1)CNC(=O)OC(C)(C)C)=O 4-[4-({5-[4-(tert-butoxycarbonylamino-methyl)-phenylcarbamoyl]-pyridine-2-carbonyl}-amino)-phenyl]-3,6-dihydro-2H-pyridine-1-carboxylic acid tert-butyl ester